FC1=CC=C(C=C1)N(C)C=1C(OC2=C(C1C(F)(F)F)C=CC=C2[N+](=O)[O-])=O ((4-fluorophenyl)(methyl)amino)-8-nitro-4-(trifluoromethyl)-2H-benzopyran-2-one